methyl 4-oxooxocyclopentane-3-carboxylate O=C1C(CC(C1)=O)C(=O)OC